(2R,3R,4R)-3,4-bis(benzyloxy)-2-((benzyloxy)methyl)-3,4-dihydro-2H-pyran-5-carbaldehyde C(C1=CC=CC=C1)O[C@H]1[C@H](OC=C([C@H]1OCC1=CC=CC=C1)C=O)COCC1=CC=CC=C1